2-[6-amino-5-[4-[(1-methylpyrazol-3-yl)methyl]piperazin-1-yl]pyridazin-3-yl]phenol NC1=C(C=C(N=N1)C1=C(C=CC=C1)O)N1CCN(CC1)CC1=NN(C=C1)C